The molecule is a trihydroxyflavanone that is (2S)-flavanone substituted by hydroxy groups at positions 5, 7 and 4', a prenyl group at position 6 and a (2S)-2-methyl-2-(4-methylpent-3-en-1-yl)tetrahydro-2H-pyran ring fused across positions 2' and 3'. Isolated from the leaves of Macaranga tanarius, it exhibits antineoplastic activity. It has a role as a metabolite and an antineoplastic agent. It is a trihydroxyflavanone and a member of 4'-hydroxyflavanones. CC(=CCC[C@@]1(CCC2=C(C=CC(=C2O1)O)[C@@H]3CC(=O)C4=C(O3)C=C(C(=C4O)CC=C(C)C)O)C)C